C(C\C=C\CCCCCCCCCCCC(=O)O)C(=O)O trans-3-pentadecene-1,15-dicarboxylic acid